C(=O)(O)C=1C=C(C=C(C(=O)OC(C)C)C#N)C=CC1O isopropyl 3-carboxy-4-hydroxy-α-cyanocinnamate